methyl 3-(4-chloro-3-fluorophenyl)-1-(2-hydroxy-2-methylpropyl)-1H-pyrrolo[2,3-b]pyridine-6-carboxylate ClC1=C(C=C(C=C1)C1=CN(C2=NC(=CC=C21)C(=O)OC)CC(C)(C)O)F